(S)-5-benzyl-N-(8-chloro-4-oxo-2,3,4,5-tetrahydrobenzo[b][1,4]oxazepin-3-yl)-4H-1,2,4-triazole-3-carboxamide C(C1=CC=CC=C1)C=1NC(=NN1)C(=O)N[C@@H]1C(NC2=C(OC1)C=C(C=C2)Cl)=O